2-((benzo[d]thiazol-5-ylmethyl)(1-(3-fluoropyridin-2-yl)ethyl)amino)-2-oxoacetic acid S1C=NC2=C1C=CC(=C2)CN(C(C(=O)O)=O)C(C)C2=NC=CC=C2F